chloro-5,5-dimethyl-3,4,5,6-tetrahydro-[1,1'-biphenyl] ClC1=C(CC(CC1)(C)C)C1=CC=CC=C1